CN1C(NC=2N=CN(C2C1=O)C)=O 1,7-dimethyl-3H-purine-2,6-dione